CC1=CC=C(C(=O)O[C@H]2[C@@H](O[C@@H](C2)N2C(N=C(C(=C2)I)N)=O)COC(C2=CC=C(C=C2)C)=O)C=C1 (2S,3R,5S)-5-(4-amino-5-iodo-2-oxopyrimidin-1(2H)-yl)-2-(((4-methylbenzoyl)oxy)methyl)tetrahydrofuran-3-yl 4-methylbenzoate